C(C)S(=O)(=O)C=1C(=NN(C1)C)C1=NN2C=NC(=CC2=N1)C(F)(F)F 4-(ethylsulfonyl)-1-methyl-3-(7-(trifluoromethyl)-[1,2,4]triazolo[1,5-c]pyrimidin-2-yl)-1H-pyrazole